FC(OC1=NN(C2=C1N(C(C=C2)=O)C2=CC(=C(C=C2)S(=O)(=O)C)C)C2OCCCC2)F 3-(difluoromethoxy)-4-(3-methyl-4-methanesulfonyl-phenyl)-1-tetrahydropyran-2-yl-pyrazolo[4,3-b]pyridin-5-one